O1CCN(CC1)C1=NC(=C2N=CN(C2=N1)CC(=O)C1=NC=CC=C1)NN=CC=1C=NC=CC1 2-(2-morpholino-6-(2-(pyridin-3-ylmethylene)hydrazinyl)-9H-purin-9-yl)-1-(pyridin-2-yl)ethane-1-on